CC=1C=NC=CC1C=1N=CC=2C(N1)=CC(NC2)=O 3-methyl-Pyridin-4-ylpyrido[4,3-d]pyrimidin-7(6H)-one